[Na].S1(=O)(=O)NC(=O)C2=CC=CC=C12 (saccharin) sodium